methyl 5-bromo-1-(cyclopropylmethyl)-1H-indazole-3-carboxylate BrC=1C=C2C(=NN(C2=CC1)CC1CC1)C(=O)OC